1-methoxy-3,3,4-trimethylpent-4-en-2-one COCC(C(C(=C)C)(C)C)=O